((4-bromo-2-fluorophenoxy)methyl)cyclopropanecarbonitrile BrC1=CC(=C(OCC2(CC2)C#N)C=C1)F